ClC1=CC=C(C=C1)NC(=O)NC1=CC=C(C=C1)[N+](=O)[O-] (4-chlorophenyl)-3-(4-nitrophenyl)urea